FC=1C=C(C=CC1F)C(CN1C=NC=C1)OCC1=CC(=CC=C1)OC 1-(2-(3,4-difluorophenyl)-2-((3-methoxybenzyl)oxy)ethyl)-1H-imidazole